(S)-1-(4-(6-((4-chloro-2-fluorobenzyl)oxy)pyridin-2-yl)piperidin-1-yl)ethane ClC1=CC(=C(COC2=CC=CC(=N2)C2CCN(CC2)CC)C=C1)F